(2R)-2-[(4-amino-3,5-dichloro-6-fluoro-2-pyridyl)oxy]propanecarboxylic acid NC1=C(C(=NC(=C1Cl)F)O[C@@H](CC(=O)O)C)Cl